N-[4-(3-Aminopropylcarbamoyl)-3-chloro-phenyl]-5-[4-(difluoromethoxy)-2,3-difluorophenyl]-1-methyl-imidazole-2-carboxamide NCCCNC(=O)C1=C(C=C(C=C1)NC(=O)C=1N(C(=CN1)C1=C(C(=C(C=C1)OC(F)F)F)F)C)Cl